OC(C(C(=O)NC(C(=O)[O-])CC1=CC=C(C=C1)OC)NC(CN1CCOCC1)=O)C 3-hydroxy-2-[2-(morpholin-4-yl)acetamido]butyramido-3-(4-methoxyphenyl)propanoate